CC=1SC(=C(N1)C)CN1C(N(C2=C1C=CC(=C2)S(=O)(=O)NC2(CC2)C)C2=CN=CN2)=O 1-[(2,4-dimethylthiazol-5-yl)methyl]-3-(1H-imidazol-5-yl)-N-(1-methylcyclopropyl)-2-oxo-benzoimidazole-5-sulfonamide